Cl.CN(C=1SC2=C(N1)SC(=N2)N2C(C=C(C=C2)C=2C=NNC2)=O)[C@@H]2CNCCC2 1-(5-{Methyl[(3S)-piperidin-3-yl]amino}[1,3]thiazolo[5,4-d][1,3]thiazol-2-yl)-4-(1H-pyrazol-4-yl)pyridin-2(1H)-on Hydrochlorid